7-amino-8-(3-hydroxy-2-methylphenyl)-2-(trifluoromethyl)imidazo[1,2-a]pyridine-6-carboxamide NC1=C(C=2N(C=C1C(=O)N)C=C(N2)C(F)(F)F)C2=C(C(=CC=C2)O)C